tert-butyl (R)-3-(4-(5-cyanopyridin-2-yl)piperazine-1-carbonyl)-3-methylpyrrolidine-1-carboxylate C(#N)C=1C=CC(=NC1)N1CCN(CC1)C(=O)[C@]1(CN(CC1)C(=O)OC(C)(C)C)C